5-(2-((7-Ethyl-6-oxo-5,6-dihydro-1,5-naphthyridin-3-yl)methyl)-2,7-diazaspiro[3.5]nonan-7-yl)-N-methylpyridineamide C(C)C=1C(NC=2C=C(C=NC2C1)CN1CC2(C1)CCN(CC2)C=2C=CC(=NC2)C(=O)NC)=O